FCC(OC=1C=C2C(N(C(N(C2=CC1)C1CCN(CC1)C=O)=O)CC1=CC=C(C=C1)C=1C=NC=NC1)=O)CF 4-{6-[2-fluoro-1-(fluoromethyl)ethoxy]-2,4-dioxo-3-(4-(pyrimidin-5-yl)benzyl)-3,4-dihydroquinazolin-1(2H)-yl}piperidine-1-carbaldehyde